ClC1=CC=C2C(CO[C@]3(C[C@@H](N[C@@H](C3)C=3N=NN(C3)C)C)C2=C1)O (1S,2'S,6'S)-7-chloro-2'-methyl-6'-(1-methyl-1H-1,2,3-triazol-4-yl)spiro[isochromane-1,4'-piperidin]-4-ol